OCC1CCC(CC1)NC1=C(C(NC=C1)=O)C(=O)NC1=CC=C(C=C1)N1CCN(CC1)C 4-((4-(Hydroxymethyl)cyclohexyl)amino)-N-(4-(4-methylpiperazin-1-yl)phenyl)-2-oxo-1,2-dihydropyridine-3-carboxamide